(((1S,3S)-3-((5-methyl-1,2,4-oxadiazol-3-yl)amino)cyclopentyl)amino)-2H-[1,3'-bipyridin]-2-one CC1=NC(=NO1)N[C@@H]1C[C@H](CC1)NC=1C(N(C=CC1)C=1C=NC=CC1)=O